BrC1=CN=C2SC(=NN21)C2=CC=C(C=C2)C(=O)N2CCOCC2 (4-(5-bromoimidazo[2,1-b][1,3,4]thiadiazol-2-yl)phenyl)(morpholino)methanone